(N-[4-amino-5-[2-(difluoromethyl)pyridine-4-carbonyl]thiazol-2-yl]-4-fluoro-anilino)propanamide NC=1N=C(SC1C(=O)C1=CC(=NC=C1)C(F)F)N(C1=CC=C(C=C1)F)C(C(=O)N)C